CN1C=CC2=CC(=CC=C12)OC=1N=C(C2=C(N1)C=NC=C2)O 2-(1-Methyl-1H-indol-5-yloxy)-pyrido[3,4-d]pyrimidin-4-ol